(2-amino-2-phenylethyl)-phosphonic acid NC(CP(O)(O)=O)C1=CC=CC=C1